benzothiophenyl-fluorene S1C(=CC2=C1C=CC=C2)C2=CC=CC=1C3=CC=CC=C3CC21